fluoro-4-nitro-1,1'-biphenyl FC1=C(C=CC(=C1)[N+](=O)[O-])C1=CC=CC=C1